N-[8-[4-[2-[4-[(2,6-dioxo-3-piperidyl)amino]phenyl]ethyl]piperazin-1-yl]octyl]-5-[rac-(2R)-2-(2,5-difluorophenyl)pyrrolidin-1-yl]pyrazolo[1,5-a]pyrimidine-3-carboxamide O=C1NC(CCC1NC1=CC=C(C=C1)CCN1CCN(CC1)CCCCCCCCNC(=O)C=1C=NN2C1N=C(C=C2)N2[C@H](CCC2)C2=C(C=CC(=C2)F)F)=O |r|